6-methyl-4-[(1-methylcyclopropyl)amino]-N-[3-(pyrrolidin-1-yl)propyl]furo[2,3-d]pyrimidine-5-carboxamide CC1=C(C2=C(N=CN=C2NC2(CC2)C)O1)C(=O)NCCCN1CCCC1